2-[3,5-dichloro-4-[[5-hydroxy-4-(methylsulfanylmethyl)-2-pyridyl]oxy]phenyl]-6-(difluoromethyl)-1,2,4-triazine-3,5-dione ClC=1C=C(C=C(C1OC1=NC=C(C(=C1)CSC)O)Cl)N1N=C(C(NC1=O)=O)C(F)F